dihydroquinazoline C1NC2=CC=CC=C2C=N1